4-{[3-(8-{[(3S,4R)-3-fluoropiperidin-4-yl]amino}-3-[(trifluoromethyl)sulfanyl]imidazo[1,2-a]pyridin-2-yl)prop-2-yn-1-yl]amino}-3-methoxy-N-methylbenzamide F[C@H]1CNCC[C@H]1NC=1C=2N(C=CC1)C(=C(N2)C#CCNC2=C(C=C(C(=O)NC)C=C2)OC)SC(F)(F)F